(E)-7-fluoro-4-methyl-3-(3-(p-tolyl)acryloyl)quinolin-2(1H)-one FC1=CC=C2C(=C(C(NC2=C1)=O)C(\C=C\C1=CC=C(C=C1)C)=O)C